rac-(1S*,2S*)-2-(3-chlorophenyl)-N-(5-((4-((2-oxopyridin-1(2H)-yl)methyl)benzyl)amino)pyridazin-3-yl)cyclopropane-1-carboxamide ClC=1C=C(C=CC1)[C@@H]1[C@H](C1)C(=O)NC=1N=NC=C(C1)NCC1=CC=C(C=C1)CN1C(C=CC=C1)=O |r|